FC=1C=CC2=C(OC3=C(C(=N2)N2CCN(CC2)CC(C(=O)OC)(C)C)C=CC(=C3)OC)C1 methyl 3-(4-(7-fluoro-3-methoxydibenzo[b,f][1,4]oxazepin-11-yl)piperazin-1-yl)-2,2-dimethylpropanoate